copper-molybdenum copper-tungsten copper-copper [Cu].[Cu].[W].[Cu].[Mo].[Cu]